COC=1N=CC(=NC1)CC(=O)NC1=NNC=C1 3-{[(5-methoxypyrazin-2-yl)acetyl]amino}-1H-pyrazol